NC1=NC=C(C(=C1)NC(CO)C1=CC=CC=C1)C=1OC=NN1 2-((2-amino-5-(1,3,4-oxadiazol-2-yl)pyridin-4-yl)amino)-2-phenylethan-1-ol